NC=1C(=NC=C(N1)N1CCC(CC1)(C)N)SC=1C(=C(C=CC1)NC(=O)NS(=O)(=O)C1=CC=CC=C1)Cl N-((3-((3-amino-5-(4-amino-4-methylpiperidin-1-yl)pyrazin-2-yl)thio)-2-chlorophenyl)carbamoyl)benzenesulfonamide